CCCCCCCCCCCCCC[C@H](C(=O)SCCNC(=O)CCNC(=O)[C@@H](C(C)(C)COP(=O)(O)OP(=O)(O)OC[C@@H]1[C@H]([C@H]([C@@H](O1)N2C=NC3=C(N=CN=C32)N)O)OP(=O)(O)O)O)O The molecule is a 2-hydroxyhexadecanoyl-CoA that results from the formal condensation of the thiol group of coenzyme A with the carboxy group of (R)-2-hydroxyhexadecanoic acid. It derives from a (R)-2-hydroxyhexadecanoic acid. It is a conjugate acid of a (R)-2-hydroxyhexadecanoyl-CoA(4-).